2'-fluoro-N-methyl-4-((3-methyl-2,4-dioxo-1,2,3,4-tetrahydrothieno[3,2-d]pyrimidin-6-yl)methyl)-3,6-dihydro-2H-[1,3'-bipyridine]-6'-carboxamide FC1=NC(=CC=C1N1CCC(=CC1)CC1=CC=2NC(N(C(C2S1)=O)C)=O)C(=O)NC